(1aR,5aR)-2-(2-Hydroxy-2-methyl-propyl)-1a,2,5,5a-tetrahydro-1H-2,3-diaza-cyclopropa[a]pentalene-4-carboxylic acid (5-fluoro-pyridin-2-yl)-amide FC=1C=CC(=NC1)NC(=O)C=1C=2C[C@@H]3[C@H](C2N(N1)CC(C)(C)O)C3